COC1=CC=C(C=N1)C(C(=O)OC)C(=O)OC dimethyl 2-(6-methoxypyridin-3-yl)malonate